N-(6-(4-chlorophenyl)thiazolo[4,5-b]pyrazin-2-yl)-5'-methoxy-2',6-dimethyl-[4,4'-bipyridyl]-3-carboxamide ClC1=CC=C(C=C1)C=1N=C2C(=NC1)N=C(S2)NC(=O)C=2C=NC(=CC2C2=CC(=NC=C2OC)C)C